N-[[4-[[(2-pyridylmethyl)amino]methyl]phenyl]methyl]-N-(5,6,7,8-tetrahydro-8-quinolinyl)-benzamide N1=C(C=CC=C1)CNCC1=CC=C(C=C1)CN(C(C1=CC=CC=C1)=O)C1CCCC=2C=CC=NC12